ClC1=CC=C(C=C1)C(C=O)CNC(C)C 2-(4-chlorophenyl)-3-(isopropylamino)propan-1-one